BrC1=C(C(=C2N(C(CN(S2(=O)=O)C)C(=O)O)C1=O)C1=CC(=CC=C1)C(F)(F)F)CC1=CC=CC2=CC=CC=C12 7-bromo-2-methyl-8-(naphthalen-1-ylmethyl)-6-oxo-9-(3-(trifluoromethyl)phenyl)-3,4-dihydro-2H,6H-pyrido[1,2-e][1,2,5]thiadiazine-4-carboxylic acid 1,1-dioxide